2-(4-((4-methoxybenzyl)oxy)-2-methylpyridin-3-yl)pyrimidin-4-amine COC1=CC=C(COC2=C(C(=NC=C2)C)C2=NC=CC(=N2)N)C=C1